C(C)(C)(C)N=C=NC1=C(C#N)C=C(C(=C1)OC)F 2-(((tert-butylimino)methylene)amino)-5-fluoro-4-methoxybenzonitrile